C(C)(=O)[O-].C(C)(=O)[O-].C(CN)N.[Cu+2].[Na+] sodium copper ethylenediamine diacetate